6-((2-cyclopropyl-6-methyl-7-phenyl-1H-imidazo[4,5-c]pyridin-1-yl)methyl)-5-fluoropyridine-3-sulfonamide C1(CC1)C=1N(C2=C(C=NC(=C2C2=CC=CC=C2)C)N1)CC1=C(C=C(C=N1)S(=O)(=O)N)F